C1(=CC=CC=C1)N(C1OC=C(O1)CN(C)C)C1=CC=CC=C1 2-diphenylamino-4-dimethylaminomethyl-[1,3]-dioxole